C1(=CC=CC=C1)N1OCC(N1)=O N-phenyloxadiazolone